BrCC1=C(C(=CC(=C1)CBr)CBr)S(=O)(=O)C1=C(C=C(C=C1CBr)CBr)CBr 2,4,6-tris-bromomethylphenyl sulfone